(S)-2-(isoindolin-2-yl)-2-(3-nitrophenyl)acetic acid C1N(CC2=CC=CC=C12)[C@H](C(=O)O)C1=CC(=CC=C1)[N+](=O)[O-]